FC(C(=O)OC1CC=CCC1)(F)F cyclohex-3-en-1-yl 2,2,2-trifluoroacetate